3-(endo-6-((4-((5-methyl-1H-pyrazol-3-yl)amino)thieno[3,2-d]pyrimidin-2-yl)amino)-3-azabicyclo[3.1.0]hex-3-yl)propionitrile CC1=CC(=NN1)NC=1C2=C(N=C(N1)NC1C3CN(CC13)CCC#N)C=CS2